6-methoxy-2-(piperidin-1-yl)-7-(3-(pyrrolidin-1-yl)propoxy)-N-(tetrahydro-2H-pyran-4-yl)quinazolin-4-amine COC=1C=C2C(=NC(=NC2=CC1OCCCN1CCCC1)N1CCCCC1)NC1CCOCC1